m-(1-cyclohexyloxy-1-methylethoxy)styrene methyl-1-(4-{[2-methyl-6-(trifluoromethyl)phenyl]methoxy}phenyl)-1,2,4-triazole-3-carboxylate COC(=O)C1=NN(C=N1)C1=CC=C(C=C1)OCC1=C(C=CC=C1C(F)(F)F)C.C1(CCCCC1)OC(C)(OC=1C=C(C=C)C=CC1)C